C(C)(C)(C)OC(=O)N(CC1CCC1)CC=1N(C2=CC(=CC=C2C1)B1OC(C(O1)(C)C)(C)C)C(=O)OC(C)(C)C tert-butyl 2-(((tert-butoxycarbonyl)(cyclobutylmethyl)amino)methyl)-6-(4,4,5,5-tetramethyl-1,3,2-dioxaborolan-2-yl)-1H-indole-1-carboxylate